2-(3-phenoxyphenyl)pyrimidin-4-amine O(C1=CC=CC=C1)C=1C=C(C=CC1)C1=NC=CC(=N1)N